CC1(C2CCC=3[C@@]4(CC[C@H]([C@@H](CCCC(C)C)C)[C@]4(CCC3[C@]2(CC[C@@H]1O)C)C)C)C 4,4,14-trimethylcholest-8-en-3beta-ol